cuprous oxide-oxide [Cu-3](=O)=O